4,5-dimethyl-2-imidazolone CC1=NC(N=C1C)=O